CC1=C(C=2N(C=C1C1=C(C3=C(N1)SC(=C3C)[C@H]3[C@@H]1CN([C@H](C3)C1)C(C(=O)N)C)C(C)C)N=CN2)C 2-((1S,4R,5R)-5-(5-(7,8-dimethyl-[1,2,4]triazolo[1,5-a]pyridin-6-yl)-4-isopropyl-3-methyl-6H-thieno[2,3-b]pyrrol-2-yl)-2-azabicyclo[2.2.1]heptan-2-yl)propanamide